[C-]#N.C(CCC)[NH+]1CCCC1 N-butylpyrrolidinium cyanide